COC1=NC(=NC(=C1)OC)C=O 4,6-dimethoxypyrimidine-2-formaldehyde